(5R)-3-[3-fluoro-4-(3-methyl[1,2,4]triazolo[4,3-a]pyridin-7-yl)phenyl]-5-(hydroxymethyl)-1,3-oxazolidin-2-one FC=1C=C(C=CC1C1=CC=2N(C=C1)C(=NN2)C)N2C(O[C@H](C2)CO)=O